NC=1N=NC(=CC1N1CCN(C2(CC2)C1)C=1C=C(OCCN2CCN(CC2)C(=O)OC(C)(C)C)C=CC1)C1=C(C=CC=C1)O tert-butyl 4-(2-(3-(7-(3-amino-6-(2-hydroxyphenyl)pyridazin-4-yl)-4,7-diazaspiro[2.5]octan-4-yl)phenoxy)ethyl)piperazine-1-carboxylate